N[C@H](C(=O)N1CCC(CC1)CCCC1=CC2=C(N(C(N2C)=O)C2C(NC(CC2)=O)=O)C=C1)C1CCCCC1 3-[5-(3-{1-[(2S)-2-amino-2-cyclohexylacetyl]piperidin-4-yl}propyl)-3-methyl-2-oxo-1,3-benzodiazol-1-yl]piperidine-2,6-dione